C(#N)C(CCC(=O)OCC)C1=CC=CC=2C(=C(OC21)I)F ethyl 4-cyano-4-(3-fluoro-2-iodobenzofuran-7-yl)butanoate